Cl.O1C2(CC(C3=NC=CC=C31)=O)CNC2 3',4'-Dihydrospiro[azetidin-3,2'-pyrano[3,2-b]pyridin]-4'-on Hydrochlorid